C1(CC1)C1=CC(=NN1)NC([C@H](C)C1=NN(C=C1)C1=CC(=C(C=C1)F)F)=O (R)-N-(5-cyclopropyl-1H-pyrazol-3-yl)-2-(1-(3,4-difluorophenyl)-1H-pyrazol-3-yl)propanamide